hydroxypropylboric acid OCCCOB(O)O